C(C1=CC=CC=C1)OC1=C(C(=C(C=C1)[C@H]1[C@@H](O[C@]([C@H]1C)(C(F)(F)F)C)C(=O)O)OC)F (2R,3S,4S,5R)-3-(4-(benzyloxy)-3-fluoro-2-methoxyphenyl)-4,5-dimethyl-5-(trifluoromethyl)tetrahydrofuran-2-carboxylic acid